O([Si](C1=CC=CC=C1)(C1=CC=CC=C1)C(C)(C)C)C(C)C=1SC=CN1 2-(1-(tert-butyldiphenylsiloxy)ethyl)thiazole